C12CNCC2C1NC(OC(C)(C)C)=O tert-butyl (exo-3-azabicyclo[3.1.0]hexan-6-yl)carbamate